C(CCCCC)(=O)OCCOOC(CC(C)(C)C)(C)C 1,1,3,3-tetramethylbutylperoxy-ethyl Hexanoate